4-{3-[2-(dimethylamino)pyrimidin-5-yl]-6-[4-(methylamino)piperidyl]pyrazin-2-yl}-2-fluorobenzenecarbonitrile CN(C1=NC=C(C=N1)C=1C(=NC(=CN1)N1CCC(CC1)NC)C1=CC(=C(C=C1)C#N)F)C